BrC=1C(=C(C(=CC1)F)[C@H]1N([C@@H](CC2=C1NC1=CC=CC=C21)C)C[C@@H](C(=O)OC)C)C methyl (S)-3-((1R,3R)-1-(3-bromo-6-fluoro-2-methylphenyl)-3-methyl-1,3,4,9-tetrahydro-2H-pyrido[3,4-b]indol-2-yl)-2-methylpropanoate